O1CCCCC1 (3R)-tetrahydropyran